(4-Fluorothiophene-2-yl)methanol FC=1C=C(SC1)CO